CS(=O)(=O)OC1=C(C(=CC=C1)Cl)C1CC(=NO1)C=1N=C(SC1)C1CCN(CC1)C(CN1N=C(C=C1C(F)F)C(F)F)=O 2-{3-[2-(1-{[3,5-bis(difluoromethyl)-1H-pyrazol-1-yl]acetyl}piperidin-4-yl) 1,3-thiazol-4-yl]-4,5-dihydro-1,2-oxazol-5-yl}-3-chlorophenyl methanesulfonate